3-[4-(5-bromopentyl)-3-methyl-2-oxo-1,3-benzodiazol-1-yl]piperidine-2,6-dione BrCCCCCC1=CC=CC=2N(C(N(C21)C)=O)C2C(NC(CC2)=O)=O